C(C)[Si](OC(C)=O)(OC(C)=O)OC(C)=O Ethyltriacetoxysilan